CC(=O)N[C@@H]1[C@H]([C@H]([C@H](O[C@@H]1O[C@H]2[C@H]([C@@H]([C@H](O[C@H]2O[C@@H]3[C@H](O[C@@H]([C@H]([C@H]3O)O[C@H]4[C@@H]([C@H]([C@@H]([C@H](O4)CO)O)O)O)O[C@@H]5[C@@H](C[C@@](O[C@@H]5[C@@H](CO)O)(C(=O)O)O)O)CO)CO)O)O)CO)O)O The molecule is a branched amino pentasaccharide consisting of an N-acetyl-alpha-D-galactosaminyl-(1->2)-beta-D-mannosyl-(1->4)-alpha-D-mannosyl-(1->5)-3-deoxy-alpha-D-manno-oct-2-ulosonic acid tetrasaccharide chain, to the alpha-D-mannosyl residue of which is also linked beta(1->2) a D-glucosyl residue. Epitope of Francisella tularensis. It has a role as an epitope.